BrC=1C=C2C(=NC1)C1(C(N2C2CC(C2)(C#N)N2CCCCC2)=O)CCOCC1 (1s,3s)-3-(6'-bromo-2'-oxo-2,3,5,6-tetrahydrospiro[pyran-4,3'-pyrrolo[3,2-b]pyridin]-1'(2'H)-yl)-1-(piperidin-1-yl)cyclobutane-1-carbonitrile